P(=O)(OC1=CC=CC=C1)(OC1=CC=CC=C1)OC1=CC=C(C=C1)S(=O)(=O)C1=CC=C(C=C1)OP(=O)(OC1=CC=CC=C1)OC1=CC=CC=C1 tetraphenyl (sulfonylbis(4,1-phenylene)) bis(phosphate)